C(C)(=O)C1=CN(C2=CC=C(C=C12)NC=1N=NC=CC1)CC(=O)O 2-(3-acetyl-5-(pyridazin-3-ylamino)-1H-indol-1-yl)acetic acid